rubidium cesium salt [Cs].[Rb]